C(=C)OC1=CC(=CC(=C1)C)C 1-vinyloxy-3,5-xylene